5-(4-((1-(5-chloro-4-((1-methyl-2-oxo-3-(2-oxopropoxy)-1,2-dihydroquinolin-6-yl)amino)pyrimidin-2-yl)azetidin-3-yl)oxy)piperidin-1-yl)-2-(2,6-dioxopiperidin-3-yl)isoindoline-1,3-dione ClC=1C(=NC(=NC1)N1CC(C1)OC1CCN(CC1)C=1C=C2C(N(C(C2=CC1)=O)C1C(NC(CC1)=O)=O)=O)NC=1C=C2C=C(C(N(C2=CC1)C)=O)OCC(C)=O